N-(2-(2,6-dioxopiperidin-3-yl)-1-oxoisoindolin-5-yl)-4,5-dihydro-2H-spiro[furan-3,3'-indoline]-1'-carboxamide O=C1NC(CCC1N1C(C2=CC=C(C=C2C1)NC(=O)N1CC2(C3=CC=CC=C13)COCC2)=O)=O